N(N)C1=CC=NN1CC1=CC=C(C=C1)OC 5-Hydrazinyl-1-[(4-methoxyphenyl)methyl]-1H-pyrazole